P(OC)(OC1CN(CCC1)C1=NC2=C(C(=CC=C2C(=C1)N1C=NC=C1)Cl)Cl)=O methyl (1-(7,8-dichloro-4-(1H-imidazol-1-yl) quinolin-2-yl) piperidin-3-yl) phosphonate